7-bromo-2,2-dimethylchroman-4-amine hydrochloride Cl.BrC1=CC=C2C(CC(OC2=C1)(C)C)N